N-((3R,5R)-5-Methylpyrrolidin-3-yl)-5-(3-(trifluoromethyl)phenyl)-1,3,4-oxadiazole-2-carboxamide C[C@@H]1C[C@H](CN1)NC(=O)C=1OC(=NN1)C1=CC(=CC=C1)C(F)(F)F